[Si](C)(C)(C(C)(C)C)OCCC[C@H](COC)NC(OC(C)(C)C)=O tert-butyl (R)-(5-((tert-butyldimethylsilyl)oxy)-1-methoxypentan-2-yl)carbamate